5-(tert-butyl)-4,5,6,7-tetrahydrobenzo[d]isoxazol-3-carboxylic acid C(C)(C)(C)C1CCC2=C(C(=NO2)C(=O)O)C1